O1CC(C1)NC1=CC(=NC=C1)C1=CC=C2N1N=CC(=C2)C#N 7-{4-[(oxetan-3-yl)amino]pyridin-2-yl}pyrrolo[1,2-b]pyridazine-3-carbonitrile